[Zn].[Nb].[Nd] neodymium-niobium-zinc